CC1=CC(NC=2N1C(=NN2)SC)=O 5-methyl-3-(methylsulfanyl)[1,2,4]triazolo[4,3-a]pyrimidin-7(8H)-one